1-[(2R,6R)-6-[[bis(4-methoxyphenyl)-phenyl-methoxy]methyl]-6-(hydroxymethyl)-4-methyl-morpholin-2-yl]-5-methyl-pyrimidine-2,4-dione COC1=CC=C(C=C1)C(OC[C@]1(O[C@H](CN(C1)C)N1C(NC(C(=C1)C)=O)=O)CO)(C1=CC=CC=C1)C1=CC=C(C=C1)OC